COC(CCC(=O)C=1SC=C(C1)C1=CN(C2=CC(=CC=C12)Cl)C(=O)OC(C)(C)C)=O 4-(4-(6-chloro-1-Boc-1H-indol-3-yl)thiophen-2-yl)-4-oxobutanoic acid methyl ester